OCC1=NOC(=C1)C1CCN(CC1)C(=O)N(C1=NC=CC2=CC=CC(=C12)C)[C@H]1CN(CCC1)C(=O)OC(C)(C)C tert-butyl (R)-3-(4-(3-(hydroxymethyl) isoxazol-5-yl)-N-(8-methylisoquinolin-1-yl)piperidine-1-carboxamido)-piperidine-1-carboxylate